5-[(N-methacryloyl)amino]-2,4,6-triiodo-N,N'-bis(2,3-dihydroxypropyl)-1,3-benzenedicarboxamide C(C(=C)C)(=O)NC=1C(=C(C(=C(C1I)C(=O)NCC(CO)O)I)C(=O)NCC(CO)O)I